4-((4-chloro-3-(tetrahydro-1H-furo[3,4-c]pyrrol-5(3H)-yl)benzyl)amino)-4-methylpiperidine-1-carboxylic acid tert-butyl ester C(C)(C)(C)OC(=O)N1CCC(CC1)(C)NCC1=CC(=C(C=C1)Cl)N1CC2C(C1)COC2